phenylalanine-nitrophenyl ester [N+](=O)([O-])C1=C(C=CC=C1)OC([C@@H](N)CC1=CC=CC=C1)=O